C1(=CC=CC=C1)C1=CC(=CC(=C1)N(C=1C=C2C=3C=CC=CC3N3C2=C(C1)C1=CC=CC=C13)C1=CC3=C(OC2=C3C=CC=C2)C(=C1)C1=CC(=CC=2C3=CC(=CC=C3NC12)C1=CC=CC=C1)C1=CC=CC=C1)C1=CC=CC=C1 N-([1,1':3',1''-terphenyl]-5'-yl)-N-(4-(3,6-diphenyl-9H-carbazol-1-yl)dibenzo[b,d]furan-2-yl)indolo[3,2,1-jk]carbazol-2-amine